(R)-4-methyl-N-(1-(naphthalen-1-yl)ethyl)-7-(piperazin-1-yl)phthalazin-1-amine formate salt C(=O)O.CC1=NN=C(C2=CC(=CC=C12)N1CCNCC1)N[C@H](C)C1=CC=CC2=CC=CC=C12